BrC1=NC(=CC(=C1)[C@@H]1CN(C[C@H](O1)COS(=O)(=O)C)C(=O)OC(C)(C)C)Cl Trans-tert-butyl 2-(2-bromo-6-chloropyridin-4-yl)-6-(((methylsulfonyl)oxy)methyl)morpholine-4-carboxylate